COC1=CC=C(C=C1)C1=CC=C(C=C1)O 4'-methoxy-[1,1'-biphenyl]-4-ol